Tetramethyl-Tetraphenyl-Trisilox-ane C[Si](O[Si](O[Si](C1=CC=CC=C1)(C1=CC=CC=C1)C1=CC=CC=C1)(C1=CC=CC=C1)C)(C)C